1-(3-fluoro-4-(2-methyl-1H-imidazol-1-yl)phenyl)ethan FC=1C=C(C=CC1N1C(=NC=C1)C)CC